4-(phosphonoacetyl)-L-alpha-aminobutyrate P(=O)(O)(O)CC(=O)CC[C@@H](C(=O)[O-])N